benzene-13C [13CH]1=CC=CC=C1